9-cyclopentyl-6-((4,6-dimethyl-2-oxo-1,2-dihydropyridin-3-yl)methyl)-2-(4-(dimethyl-amino)bicyclo[2.2.2]octan-1-yl)-2,4-dimethyl-7,8-dihydro-[1,3]dioxolo[4,5-g]isoquinolin-5(6H)-one C1(CCCC1)C=1C=2CCN(C(C2C(=C2C1OC(O2)(C)C21CCC(CC2)(CC1)N(C)C)C)=O)CC=1C(NC(=CC1C)C)=O